COC1=CC=C(COCC=2N=C3N(C=C(C=C3)C=3OC(=C(N3)N3C=CC=4C=CC=NC4C3=O)C3=CC=C(C=C3)C(F)(F)F)C2)C=C1 7-(2-(2-(((4-methoxybenzyl)oxy)methyl)imidazo[1,2-a]pyridin-6-yl)-5-(4-(trifluoromethyl)phenyl)oxazol-4-yl)-1,7-naphthyridin-8(7H)-one